[C@@H]1(CC(C(CC1)C(C)C)OC(C=1C(C(=O)O)=CC=CC1)=O)C.CC1=CN(C2=C1C=NC(=C2C2=CC=CC=C2)C)CC2=CC=C(C=C2)S(=O)(=O)N 4-((3,6-dimethyl-7-phenyl-1H-pyrrolo[3,2-c]pyridin-1-yl)methyl)benzenesulfonamide (1R)-(-)-menthyl-phthalate